C=1NCC=C2C=CC=CC12 2,3-dihydroisoquinoline